2-{[8-(6-methylpyridin-3-yl)-3-oxo-1H,2H,3H-benzo[e]isoindol-2-yl]methyl}prop-2-enamide CC1=CC=C(C=N1)C=1C=CC2=C(C=3CN(C(C3C=C2)=O)CC(C(=O)N)=C)C1